1-[3-iodo-2-[1-(3,3,3-trifluoropropyl)pyrazolo[3,4-c]pyridin-5-yl]indazol-6-yl]cyclopropanecarbonitrile IC=1N(N=C2C=C(C=CC12)C1(CC1)C#N)C=1C=C2C(=CN1)N(N=C2)CCC(F)(F)F